2-chloro-4-(2-chloro-5-fluoro-4-nitrophenyl)-5-fluoropyrimidine ClC1=NC=C(C(=N1)C1=C(C=C(C(=C1)F)[N+](=O)[O-])Cl)F